C1(CC1)C1=CC2=C(N(C(N=C2N2[C@H](CNCC2)C)=O)C=2C(=NC=CC2C)C(C)C)N=C1C1=C(C=CC=C1)O (S)-6-cyclopropyl-7-(2-hydroxyphenyl)-1-(2-isopropyl-4-methylpyridin-3-yl)-4-(2-methylpiperazin-1-yl)pyrido[2,3-d]pyrimidin-2(1H)-one